3,5-dichlorophenylhydrazine hydrochloride Cl.ClC=1C=C(C=C(C1)Cl)NN